OC(C)(C)C1=CC=C(C=C1)C(C)(O)C 1,4-Bis-(1-hydroxy-1-methylethyl)-benzol